C(#N)C1=C(C=C2C(=N1)NC=N2)NC(C(F)(F)F)=O 5-Cyano-3H-imidazo[4,5-b]pyridin-6-yl-2,2,2-trifluoroacetamide